[Li]CC1=CC2=CC=CC(=C2C=C1C[Li])C[Li] 2,3,5-tris(lithiomethyl)naphthalene